5-bromo-2-chloro-3-fluoro-pyrazine BrC=1N=C(C(=NC1)Cl)F